[Ca].[Cl-].P(=O)(O)(O)OCC[N+](C)(C)C Phosphocholine Chloride Calcium Salt